(2S)-N-((1R,9S)-5-chloro-9-ethyl-9-hydroxy-4-methyl-10,13-dioxo-2,3,9,10,13,15-hexahydro-1H,12H-benzo[de]pyrano[3',4':6,7]indolizino[1,2-b]quinolin-1-yl)-2-hydroxypropyl-amine ClC=1C(=C2C=3C(=C4C(=NC3C1)C1=CC3=C(C(N1C4)=O)COC([C@]3(O)CC)=O)[C@@H](CC2)NC[C@H](C)O)C